(4-Benzylphenoxy)(tert-butyl)dimethylsilane C(C1=CC=CC=C1)C1=CC=C(O[Si](C)(C)C(C)(C)C)C=C1